(S)-3-methyl-6-(2'-oxo-1',4'-dihydro-2'H-spiro[cyclopropane-1,3'-quinolin]-6'-yl)-3,4-dihydropyridine-1(2H)-carboxylic acid tert-butyl ester C(C)(C)(C)OC(=O)N1C[C@H](CC=C1C=1C=C2CC3(C(NC2=CC1)=O)CC3)C